ClC1=CC=2N(C=C1)C=NC2C(C(=O)NC2=NC=NC(=C2)NCC=2N=C1N(C=C(C=C1)C1CC1)C2)(C)C 2-(7-chloroimidazo[1,5-a]pyridin-1-yl)-N-(6-(((6-cyclopropylimidazo[1,2-a]pyridin-2-yl)methyl)amino)pyrimidin-4-yl)-2-methylpropanamide